(2S)-1-(9H-fluoren-9-ylmethoxycarbonyl)-3,3-dimethyl-azetidine-2-carboxylic acid C1=CC=CC=2C3=CC=CC=C3C(C12)COC(=O)N1[C@@H](C(C1)(C)C)C(=O)O